NCCCOCCCOCCCNC(OC(C)(C)C)=O tert-butyl (3-(3-(3-aminopropoxy)propoxy)propyl)carbamate